C(CC(C)C)C(CO)CO 2-isopentyl-1,3-propanediol